C(C)OC1=CC=C2C3=C(C=CC=C13)C1=NC(C(=C12)NCCCC1=CC=CC=C1)=O 3-ethoxy-9-(3-phenylpropylamino)-8H-acenaphtho[1,2-b]pyrrol-8-one